ClC1=C(C=C(C=C1)C=1N(N=CC1)C1CCC1)C[C@@H](C(=O)NC1=CC=C(C=C1)C=1C(=NNC1C)C)NC(=O)C1(CC1)F N-[(1S)-1-[[2-chloro-5-(2-cyclobutylpyrazol-3-yl)phenyl]methyl]-2-[4-(3,5-dimethyl-1H-pyrazol-4-yl)anilino]-2-oxo-ethyl]-1-fluoro-cyclopropanecarboxamide